2-[(2-chloro-5-cyano-3-{4-[(2S)-2-hydroxypropyl]piperazin-1-yl}phenyl)amino]-4-(cyclobutylamino)pyrazolo[1,5-a][1,3,5]triazine-8-carbonitrile ClC1=C(C=C(C=C1N1CCN(CC1)C[C@H](C)O)C#N)NC1=NC=2N(C(=N1)NC1CCC1)N=CC2C#N